CN(C=1N=NC(=CC1)C=1C=C2C=CC=NC2=CC1)C1CC(NC(C1)(C)C)(C)C N-methyl-6-(quinolin-6-yl)-N-(2,2,6,6-tetramethylpiperidin-4-yl)pyridazin-3-amine